9-Methylnaphtho[1',2':4,5]imidazo[1,2-a]pyridine-5,6-dione CC=1C=CC=2N(C1)C1=C(N2)C=2C=CC=CC2C(C1=O)=O